6-[7-fluoro-2-(4-piperidinyl)indazol-5-yl]-2,8-dimethyl-imidazo[1,2-b]pyridazine FC1=CC(=CC2=CN(N=C12)C1CCNCC1)C=1C=C(C=2N(N1)C=C(N2)C)C